5-(2-amino-6-fluoro-5-(4,4,5,5-tetramethyl-1,3,2-dioxaborolan-2-yl)pyridin-3-yl)-3,3-dimethylisoindolin-1-one NC1=NC(=C(C=C1C=1C=C2C(NC(C2=CC1)=O)(C)C)B1OC(C(O1)(C)C)(C)C)F